1-(3-((2-(6-methyl-7-oxo-6,7-dihydro-1H-pyrrolo[2,3-c]pyridin-4-yl)-4-(methylsulfonyl)phenoxy)methyl)phenyl)dihydropyrimidine-2,4(1H,3H)-dione CN1C(C2=C(C(=C1)C1=C(OCC=3C=C(C=CC3)N3C(NC(CC3)=O)=O)C=CC(=C1)S(=O)(=O)C)C=CN2)=O